4-(ethoxy-1,1-d2)-1-methyl-1H-benzo[d]imidazole-6-carboxylic acid C(C)(OC1=CC(=CC=2N(C=NC21)C)C(=O)O)([2H])[2H]